((2S,3R)-3-((tert-butyldimethylsilyl)oxy)-3-(3,5-dimethoxy-4-methylphenyl)-2-isobutoxypropyl)-6-methylbenzo[d]thiazole-4-carboxylic acid [Si](C)(C)(C(C)(C)C)O[C@@H]([C@H](CC=1SC=2C(N1)=C(C=C(C2)C)C(=O)O)OCC(C)C)C2=CC(=C(C(=C2)OC)C)OC